CC1(C(CN2CCC=C12)O)O methyl-1,2-dihydroxytetrahydro-1H-pyrrolizine